di-methoxypropyl-(4-vinylphenyl)silane COC(CC[SiH2]C1=CC=C(C=C1)C=C)OC